9-β-D-Ribofuranosyladenine [C@@H]1([C@H](O)[C@H](O)[C@H](O1)CO)N1C2=NC=NC(=C2N=C1)N